ClC=1C=C(C=CC1)C(C(C)O)=O 1-(3-chlorophenyl)-2-hydroxypropane-1-one